ClC=1C(=NC(=NC1)N1C[C@@H](C[C@@H](CC1)C)C)NC1=CC2=C(N(C(N2CCC(C)(C)O)=O)C)C=C1 5-((5-chloro-2-((3r,5s)-3,5-dimethylazepan-1-yl)pyrimidin-4-yl)amino)-3-(3-hydroxy-3-methylbutyl)-1-methyl-1,3-dihydro-2H-benzo[d]imidazol-2-one